NC1=CC=C(CCN([C@@H]2CC[C@H](CC2)C(=O)[O-])C)C=C1 trans-4-((4-aminophenethyl)(methyl)amino)cyclohexane-1-carboxylate